S(=O)(=O)(O)CCCNC1=CC=CC=C1 N-3-sulfopropyl-aniline